ClCCOC(C)(C)C=1C=CC=2N(C1)N=CC2 6-[1-(2-chloroethoxy)-1-methyl-ethyl]pyrazolo[1,5-a]pyridine